terbium boron [B].[Tb]